(1S,3aR,6aS)-N-((S)-1-amino-1-oxo-3-((S)-2-oxopiperidin-3-yl)propan-2-yl)-4,4-difluorooctahydrocyclopenta[c]pyrrole-1-carboxamide hydrochloride Cl.NC([C@H](C[C@H]1C(NCCC1)=O)NC(=O)[C@H]1NC[C@H]2[C@@H]1CCC2(F)F)=O